N(=[N+]=[N-])CC1CCN(CC1)CCNS(=O)(=O)C1=CC=C(C=C1)C=1C(=NOC1C)C N-(2-(4-(azidomethyl)piperidin-1-yl)ethyl)-4-(3,5-dimethylisoxazol-4-yl)benzenesulfonamide